tri(triethoxysilylmethyl)amine C(C)O[Si](OCC)(OCC)CN(C[Si](OCC)(OCC)OCC)C[Si](OCC)(OCC)OCC